5-(4-bromophenyl)thiophene BrC1=CC=C(C=C1)C1=CC=CS1